CC1=C(C(=C(C1([Hf]C=1CC=2C=CC3=C(C2C1C(C)C)C=CC=C3)C)C)C)C Pentamethylcyclopentadienyl-(1-isopropyl-benzo[e]indenyl)hafnium